FC(C=1N=CC=2N(C1)C(=CN2)C2=NC=CC(=N2)N2CCC1(CNC(O1)=O)CCC2)F 8-(2-(6-(Difluoromethyl)imidazo[1,2-a]pyrazin-3-yl)pyrimidin-4-yl)-1-oxa-3,8-diazaspiro[4.6]undecan-2-one